chlorodiphenyl-acetate ClC(C(=O)[O-])(C1=CC=CC=C1)C1=CC=CC=C1